3-((tert-butyldiphenylsilyl)oxy)-4,4-difluorobutanenitrile [Si](C1=CC=CC=C1)(C1=CC=CC=C1)(C(C)(C)C)OC(CC#N)C(F)F